(R)-2-((5-Chloro-4-((3-(2,3-dihydrobenzo[b][1,4]dioxin-6-yl)-2-methylbenzyl)oxy)-2-(2-morpholinoethoxy)benzyl)amino)-3-hydroxy-2-methylpropanoic acid ClC=1C(=CC(=C(CN[C@@](C(=O)O)(CO)C)C1)OCCN1CCOCC1)OCC1=C(C(=CC=C1)C1=CC2=C(OCCO2)C=C1)C